NC1(CCN(CC1)C=1N=CC(=NC1)SC=1C(=C(C=CC1)NC(=O)C=1C(N(C=C(C1O)C1=CC(=C(C=C1)O)OC)C)=O)Cl)C N-(3-((5-(4-amino-4-methylpiperidin-1-yl)pyrazin-2-yl)thio)-2-chlorophenyl)-4-hydroxy-5-(4-hydroxy-3-methoxyphenyl)-1-methyl-2-oxo-1,2-dihydropyridine-3-carboxamide